C(C)(C)(C)NS(=O)(=O)C1=CC(=C(C(=O)NC2=CC=C3C4(C(N(C3=C2)C2CCCC2)=O)CCCCC4)C=C1)N1CCC4(CC4)CC1 4-(N-(tert-butyl)sulfamoyl)-N-(1'-cyclopentyl-2'-oxospiro[cyclohexane-1,3'-indolin]-6'-yl)-2-(6-azaspiro[2.5]octan-6-yl)benzamide